FC=1C=C(C=C(C1)OC1=CC(=CC=C1)F)[C@@H]1N(OCC1)C1=CC(=NC=N1)NC=1C(=CC(=C(C1)NC(C=C)=O)N1CCN(CC1)C)OC (R)-N-(5-((6-(3-(3-fluoro-5-(3-fluorophenoxy)phenyl)isoxazolidin-2-yl)pyrimidin-4-yl)amino)-4-methoxy-2-(4-methylpiperazin-1-yl)phenyl)acrylamide